N1=NC=CC=C1 anti-pyridazine